6-methylpyridinecarboxylate CC1=CC=CC(=N1)C(=O)[O-]